tri(3,4-dimethyl-3-hexyl) citrate C(CC(O)(C(=O)OC(CC)(C(CC)C)C)CC(=O)OC(CC)(C(CC)C)C)(=O)OC(CC)(C(CC)C)C